C(C)C=1N=C2N(C=C(C=C2)C2CCN(CC2)S(=O)(=O)C)C1N(C=1SC(=C(N1)C1=CC=C(C=C1)OC(F)(F)F)CO)C (2-((2-ethyl-6-(1-(methylsulfonyl)piperidin-4-yl)imidazo[1,2-a]pyridin-3-yl)(methyl)amino)-4-(4-(trifluoromethoxy)phenyl)thiazol-5-yl)methanol